ClC=1C(=NC(=NC1)N[C@H]1[C@@H]([C@@H]2[C@H](O[C@H](C1)O2)[2H])O)C=2C=C(C1=C(N(C(=N1)C(C)(C)O)C(C)C)C2)F (1S,2S,3R,5S,7R)-3-((5-chloro-4-(4-fluoro-2-(2-hydroxypropan-2-yl)-1-isopropyl-1H-benzo[d]imidazol-6-yl)pyrimidin-2-yl)amino)-6,8-dioxabicyclo[3.2.1]octan-7-d-2-ol